ClC=1C=NC=C(C1[C@@H](C)OC=1C=C2C(=NNC2=CC1)C=1C=CC(=NC1)N1CCNC(CC1)=O)Cl 1-[5-[5-[(1R)-1-(3,5-dichloro-4-pyridyl)ethoxy]-1H-indazol-3-yl]-2-pyridyl]-1,4-diazepan-5-one